CN1C(C=CC(=C1)B1OC(C(O1)(C)C)(C)C)=O 1-methyl-5-(4,4,5,5-tetrakisMethyl-1,3,2-dioxaborolan-2-yl)-1,2-dihydropyridin-2-one